6-(4-chlorophenyl)-N-(1-methyl-1H-indazol-3-yl)-2-(1-methyl-1H-pyrazol-4-yl)pyrimidine-4-formamide ClC1=CC=C(C=C1)C1=CC(=NC(=N1)C=1C=NN(C1)C)C(=O)NC1=NN(C2=CC=CC=C12)C